C(C(C)C)C=1C=CC2=[N+](CCC3=CC(=C(C=C23)OC)OC)C1 3-isobutyl-9,10-dimethoxy-6,7-dihydropyrido[2,1-a]isoquinoline-5-ium